Cl.[Cl-].NCC(=O)OC(C(=O)OC1CC2CCC(C1)[N+]21CCCC1)(C1=CC=CC=C1)C1=CC=CC=C1 3-(2-(2-aminoacetoxy)-2,2-diphenylacetoxy)spiro[bicyclo[3.2.1]octane-8,1'-pyrrolidin]-1'-ium chloride HCl salt